2-acrylamido-2-methylpropanecarboxylic acid C(C=C)(=O)NC(CC(=O)O)(C)C